C(C)(C)(C)OC(N(CC1=CC(=CC=C1)[N+](=O)[O-])C1=CC(=NC=2N1N=CC2C(C)C)N[C@H]2CNC(CC2)(C)C)=O (R)-(5-((6,6-dimethylpiperidin-3-yl)amino)-3-isopropylpyrazolo[1,5-a]pyrimidin-7-yl)(3-nitrobenzyl)carbamic acid tert-butyl ester